BrC=1C=C(C2=CC=CC=C2C1)C(C)N 1-(3-bromonaphthalen-1-yl)ethan-1-amine